C(C)C1(CCC(CC1)NC1=NN2C(C(=N1)OC)=C(C(=C2)F)C=2C=CC=1N(C2)C(=CN1)C(=O)NC)O 6-(2-(((1s,4s)-4-ethyl-4-hydroxycyclohexyl)amino)-6-fluoro-4-methoxypyrrolo[2,1-f][1,2,4]triazin-5-yl)-N-methylimidazo[1,2-a]pyridine-3-carboxamide